FC(C=1OC(=NN1)N1[C@@H](C2=C(CC1)NC=N2)C2=NN1C(C=CC=C1C(F)F)=C2)F (S)-2-(difluoromethyl)-5-(4-(7-(difluoromethyl)pyrazolo[1,5-a]pyridin-2-yl)-1,4,6,7-tetrahydro-5H-imidazo[4,5-c]pyridin-5-yl)-1,3,4-oxadiazole